C1CC12NCC(CC2)NC2=NC=C(C(=N2)C2=CNC=1C(N(CCCC12)C)=O)C(F)(F)F 3-[2-({4-azaspiro[2.5]octan-6-yl}amino)-5-(trifluoromethyl)pyrimidin-4-yl]-7-methyl-1H,4H,5H,6H,7H,8H-pyrrolo[2,3-c]azepin-8-one